ICC(COCC1=CC(=CC=C1)C)=O 1-iodo-3-((3-methylbenzyl)oxy)propan-2-one